ClC1=C(C=C(C(=C1)OC1=C(C=C(C=C1)F)C)[N+](=O)[O-])C(F)(F)F 1-chloro-5-(4-fluoro-2-methylphenoxy)-4-nitro-2-(trifluoromethyl)benzene